FC=1C=C(C=CC1OC1=C2C(=NC=C1)NN=C2N[C@@H](CO)CC)NC(=O)C=2C(N(C(N(C2)C(C)C)=O)C2=CC=C(C=C2)F)=O (R)-N-(3-fluoro-4-((3-((1-hydroxybutan-2-yl)amino)-1H-pyrazolo[3,4-b]pyridin-4-yl)oxy)phenyl)-3-(4-fluorophenyl)-1-isopropyl-2,4-dioxo-1,2,3,4-tetrahydropyrimidine-5-carboxamide